CC1(CN(C(O1)=O)C1=CC=C(C=N1)S(=O)(=O)NC=1C=CC=C2C=NN(C12)C)C 6-(5,5-DIMETHYL-2-OXOOXAZOLIDIN-3-YL)-N-(1-METHYL-1H-INDAZOL-7-YL)PYRIDINE-3-SULFONAMIDE